C(C)(C)(C)OC(=O)N1N=C(C2=CC(=C(C=C12)OCCOC)F)C#C 3-Ethynyl-5-fluoro-6-(2-methoxyethoxy)-1H-indazole-1-carboxylic acid tert-butyl ester